NC1=CC(=CC2=CC=CC=C12)Cl 1-Amino-3-chloro-naphthalin